(3R)-3-amino-7-(5-tert-butyl-1,3,4-oxadiazol-2-yl)-5-[[4-(1-methylpyrazol-3-yl)phenyl]methyl]-1,1-dioxo-2,3-dihydro-1λ6,5-benzothiazepine-4-One N[C@H]1CS(C2=C(N(C1=O)CC1=CC=C(C=C1)C1=NN(C=C1)C)C=C(C=C2)C=2OC(=NN2)C(C)(C)C)(=O)=O